CC1=C(C(=CC=C1)C)C=1C=C2C(=NN(C2=CC1)C(C1=CC=CC=C1)(C1=CC=CC=C1)C1=CC=CC=C1)NC(=O)C1CCN(CC1)C N-[5-(2,6-dimethylphenyl)-1-trityl-1H-indazol-3-yl]-1-methylpiperidine-4-carboxamide